S1C(=CC=C1)C(C)O 1-(thiophen-2-yl)ethan-1-ol